NC1=CC=C(C=C1)CC(=O)NC1=CC2=C(NC(N2)=O)C=C1 2-(4-Aminophenyl)-N-(2-oxo-2,3-dihydro-1H-benzo[d]imidazol-5-yl)acetamide